NCC1=CC(=C(C=C1)CN1C=CC=2N=C(N=C(C21)NCCOCC)N)OC 5-{[4-(Aminomethyl)-2-methoxyphenyl]methyl}-N4-(2-ethoxyethyl)-5H-pyrrolo[3,2-d]pyrimidine-2,4-diamine